1H-cyclopenta[c]quinolin-4-amine C1C=CC=2C(=NC=3C=CC=CC3C21)N